C(N)(=O)C=1C=CC(=C(C1)B(O)O)OC(F)(F)F 5-carbamoyl-2-(trifluoromethoxy)phenyl-boronic acid